1-hydroxy-4-bromobutane OCCCCBr